1-(13Z,16Z-docosenyl)-2-(10Z,13Z,16Z-docosatrienoyl)-sn-glycero-3-phosphocholine C(=CCCCCCCCCCCCCCCCCCCCC)OC[C@@H](OC(C=CC=CC=CCCCCCCCCCCCCCCC)=O)COP(=O)([O-])OCC[N+](C)(C)C